C(C)(C)N(C(COC1=CC=C(C=C1)OC(F)(F)F)=O)CC1=CC=2N(C=C1)N=CC2C(=O)N 5-((N-isopropyl-2-(4-(trifluoromethoxy)phenoxy)acetamido)methyl)pyrazolo[1,5-a]pyridine-3-carboxamide